ethyl-(E)-3-((1r,4r)-4-(3-bromo-2-methylphenoxy)cyclohexyl)acrylate C(C)OC(\C=C\C1CCC(CC1)OC1=C(C(=CC=C1)Br)C)=O